SNS dimercaptoamine